CN1N=CC(=C1)N1N=C(C=C1)CO [1-(1-methylpyrazol-4-yl)pyrazol-3-yl]methanol